1-(2-bromophenyl)-2-methoxy-ethanone BrC1=C(C=CC=C1)C(COC)=O